N-(6-(1,2-dimethyl-1H-imidazol-5-yl)isoquinolin-3-yl)-3-fluoro-1-(2-fluoroethyl)azetidine-3-carboxamide CN1C(=NC=C1C=1C=C2C=C(N=CC2=CC1)NC(=O)C1(CN(C1)CCF)F)C